(2S,4R)-1-[(2S)-3,3-dimethyl-2-[4-(3-methylsulfanylphenyl)triazol-1-yl]butanoyl]-4-hydroxy-N-methyl-pyrrolidine-2-carboxamide CC([C@@H](C(=O)N1[C@@H](C[C@H](C1)O)C(=O)NC)N1N=NC(=C1)C1=CC(=CC=C1)SC)(C)C